oxalic acid, magnesium salt [Mg+2].C(C(=O)[O-])(=O)[O-]